NC1=C(C=C(C=2C(C3=CC=CC=C3C(C12)=O)=O)NC1=CC(=CC=C1)S(=O)(=O)CCOS(=O)(=O)[O-])S(=O)(=O)[O-] 1-amino-9,10-dioxo-4-[3-(2-sulfonatooxyethylsulfonyl) anilino]anthracen-2-sulfonat